2-(4,4-difluoroazepan-1-yl)-N-(2-methyl-3-sulfamoylphenyl)quinoline-3-carboxamide FC1(CCN(CCC1)C1=NC2=CC=CC=C2C=C1C(=O)NC1=C(C(=CC=C1)S(N)(=O)=O)C)F